O=C(CC1CC(NC1)C(=O)O)NC1=CC(=CC=C1)C(F)(F)F 4-(2-oxo-2-((3-(trifluoromethyl)phenyl)amino)ethyl)pyrrolidine-2-carboxylic acid